C(C)(=O)C1=CC=C(C2=C1N=C(O2)N2CC1N(C(C2)C1)C(=O)OC(C)(C)C)C=1SC=CN1 tert-Butyl 3-(4-acetyl-7-(thiazol-2-yl)benzo[d]oxazol-2-yl)-3,6-diazabicyclo[3.1.1]heptane-6-carboxylate